4-amino-N-((4R)-7-bromo-3,4-dihydro-1H-2-benzopyran-4-yl)-N,1-dimethyl-1H-pyrazolo[4,3-c]quinoline-8-carboxamide NC1=NC=2C=CC(=CC2C2=C1C=NN2C)C(=O)N(C)[C@H]2COCC1=C2C=CC(=C1)Br